CN1CCNC2(CCN(C2)C(=O)OC(C)(C)C)C1 tert-butyl 9-methyl-2,6,9-triazaspiro[4.5]decane-2-carboxylate